α,β-Lactose octaacetate C(C)(=O)OC1[C@H](OC(C)=O)[C@@H](OC(C)=O)[C@H](O[C@H]2[C@H](OC(C)=O)[C@@H](OC(C)=O)[C@@H](OC(C)=O)[C@H](O2)COC(C)=O)[C@H](O1)COC(C)=O